CC=1C=C(C=CC(=O)O)C=C(C1)C 3,5-dimethyl-cinnamic acid